2-(5-nitro-3-(trifluoromethyl)pyridine-2-yl)malonic acid dimethyl ester COC(C(C(=O)OC)C1=NC=C(C=C1C(F)(F)F)[N+](=O)[O-])=O